tert-butyl 4-[3-[(2,6-dioxo-3-piperidyl)amino]-2-fluoro-phenyl]piperazine-1-carboxylate O=C1NC(CCC1NC=1C(=C(C=CC1)N1CCN(CC1)C(=O)OC(C)(C)C)F)=O